methyl (1r,2'S,4S)-4-(3-chloroanilino)-2'-{(2R)-3-[(3-chloro-1-methyl-1H-pyrrolo[3,2-b]pyridin-7-yl)oxy]-2-methylpropyl}-2',3'-dihydrospiro[cyclohexane-1,1'-indene]-4-carboxylate ClC=1C=C(NC2(CCC3([C@H](CC4=CC=CC=C34)C[C@H](COC3=C4C(=NC=C3)C(=CN4C)Cl)C)CC2)C(=O)OC)C=CC1